O=C1N(C(C=C(N1)C1=CC=CC=C1)=O)C1=CC(=C(C#N)C=C1F)OC1=C(C=CC=C1)C 4-(2,6-Dioxo-4-phenyl-3,6-dihydropyrimidin-1(2H)-yl)-5-fluoro-2-(2-methylphenoxy)benzonitrile